1-(4-(7-(benzyloxy)-3-(4-fluoro-3-methylphenyl)-2H-chromen-4-yl)-2-fluorophenyl)-4-(dimethoxymethyl)piperidine C(C1=CC=CC=C1)OC1=CC=C2C(=C(COC2=C1)C1=CC(=C(C=C1)F)C)C1=CC(=C(C=C1)N1CCC(CC1)C(OC)OC)F